N-(3-cyano-1H-indol-7-yl)-2-methoxythiazole-5-sulfonamide C(#N)C1=CNC2=C(C=CC=C12)NS(=O)(=O)C1=CN=C(S1)OC